FC=1C=CC2=C(N(C(=N2)C2=NON=C2C)CC=2C=NC(=NC2)C#N)C1F 5-[[6,7-difluoro-2-(4-methyl-1,2,5-oxadiazol-3-yl)benzoimidazol-1-yl]methyl]pyrimidine-2-carbonitrile